CO[Si](CCCOC(C=C)=O)(OC)OC.CN1CC(C1)OC1=C(C(=C(C(=C1F)F)F)F)F 1-methyl-3-(2,3,4,5,6-pentafluorophenoxy)azetidine 3-(trimethoxysilyl)propyl-acrylate